(±)-2-(2-(7-Bromobenzofuran-5-yl)-4-methyl-3,4-dihydro-2H-benzo[b][1,4]oxazin-8-yl)acetic acid ethyl ester C(C)OC(CC1=CC=CC2=C1O[C@@H](CN2C)C=2C=C(C1=C(C=CO1)C2)Br)=O |r|